C(C)N1C(=NN(C1=O)C=1C=C2C(=CC(=NC2=CC1F)N1CCCCC1)C(C)C)CO 4-Ethyl-1-(7-fluoro-4-isopropyl-2-(piperidin-1-yl)quinolin-6-yl)-3-(hydroxymethyl)-1H-1,2,4-triazol-5(4H)-one